5-(1'-cyclopropyl-[1,4'-bipiperidin]-4-yl)-3-methyl-2-(4-(methylsulfonyl)phenyl)-3H-imidazo[4,5-b]pyridine C1(CC1)N1CCC(CC1)N1CCC(CC1)C1=CC=C2C(=N1)N(C(=N2)C2=CC=C(C=C2)S(=O)(=O)C)C